(R)-N-(1-(bicyclo[1.1.1]pentan-1-ylamino)hexan-2-yl)-2,4-dibromo-5-methoxybenzenesulfonamide C12(CC(C1)C2)NC[C@@H](CCCC)NS(=O)(=O)C2=C(C=C(C(=C2)OC)Br)Br